((1S,2S)-2-((2-(2,6-dioxopiperidin-3-yl)-1-oxoisoindolin-5-yl)oxy)cyclopentyl)-4-methylpiperidine-4-carbonitrile O=C1NC(CCC1N1C(C2=CC=C(C=C2C1)O[C@@H]1[C@H](CCC1)N1CCC(CC1)(C#N)C)=O)=O